[Pb].N[C@H](C(C)(C)S)C(=O)O D-penicillamine lead